BrC=1C=CC2=C(C(=NO2)C)C1 5-bromo-3-methyl-1,2-benzoxazole